ClC1=C(C(=CC=C1)F)NC(C1=C(C=C(C(=C1)F)N1N=C(N(C1=O)CC)CO)O[C@H](C(F)(F)F)C)=O N-(2-chloro-6-fluorophenyl)-4-[4-ethyl-3-(hydroxymethyl)-5-oxo-4,5-dihydro-1H-1,2,4-triazol-1-yl]-5-fluoro-2-{[(2S)-1,1,1-trifluoropropan-2-yl]oxy}benzamide